BrC1=CC(=C(C=C1)C1=C(C2=CC=CC=C2C=C1)S(=O)C)Cl 2-(4-bromo-2-chlorophenyl)-1-(methylsulfinyl)naphthalene